(R)-4-(2-(5-cyclopropyl-4,7-difluoro-3,3-dimethyl-2-oxoindolin-1-yl)acetamido)pentanoic acid C1(CC1)C=1C(=C2C(C(N(C2=C(C1)F)CC(=O)N[C@@H](CCC(=O)O)C)=O)(C)C)F